N(=O)N1CC2=CC=CC=C2CC1 2-nitroso-1,2,3,4-tetrahydroisoquinoline